(R)-2,6-difluoro-N-((2-(7-methyl-2,3-dihydro-4H-pyrido[3,2-b][1,4]oxazin-4-yl)-1,6-naphthyridin-7-yl)methyl)-2,3-dihydro-5H-benzo[e][1,4]oxathiepine-8-carboxamide 1,1-dioxide F[C@H]1COCC2=C(S1(=O)=O)C=C(C=C2F)C(=O)NCC2=NC=C1C=CC(=NC1=C2)N2C1=C(OCC2)C=C(C=N1)C